N-(1-Acetylpiperidin-4-yl)-4-(isopropylamino)-2-(6-oxo-1,6-dihydropyridin-3-yl)thieno[2,3-b]pyridin-5-carboxamid C(C)(=O)N1CCC(CC1)NC(=O)C=1C(=C2C(=NC1)SC(=C2)C2=CNC(C=C2)=O)NC(C)C